C(C)N1C2=NC(=NC(=C2N=C1N1CC(N(CC1)C)=O)N1CCOCC1)N1N=C(C(=C1)C1=CC=CC=C1)OC 4-(9-ethyl-2-(3-methoxy-4-phenyl-1H-pyrazol-1-yl)-6-morpholino-9H-purin-8-yl)-1-methylpiperazin-2-one